O1C=CC2=C1C=CC(=C2)C=2C=CC(=C(C2)NC2=NC=NC1=CC(=C(C=C21)OC2CN(C2)C(C=C)=O)OC)OC 1-(3-((4-((5-(benzofuran-5-yl)-2-methoxyphenyl)amino)-7-methoxy-quinazolin-6-yl)oxy)azetidin-1-yl)prop-2-en-1-one